(1,1-dimethyl-2-methoxyethyl)amine CC(COC)(C)N